Cl.O1C(=NC=C1)CN oxazol-2-ylmethanamine hydrogen chloride